BrCC(C(C)C)=O 1-bromo-3-methylbutan-2-one